(R)-2-(difluoromethyl)-N-(5-(3-methyl-1,2,4-oxadiazol-5-yl)-2,3-dihydro-1H-inden-1-yl)isonicotinamide FC(C=1C=C(C(=O)N[C@@H]2CCC3=CC(=CC=C23)C2=NC(=NO2)C)C=CN1)F